4-(11-Oxo-2,3,6,7-tetrahydro-1H,5H,11H-pyrano[2,3-f]pyrido[3,2,1-ij]quinoline-10-carboxamido)butanoic acid O=C1C(=CC=2C(=C3CCCN4C3=C(C2)CCC4)O1)C(=O)NCCCC(=O)O